((9-borabicyclo[3.3.1]nonan-9-yl)methyl)piperidine-1-carboxylic acid tert-butyl ester C(C)(C)(C)OC(=O)N1C(CCCC1)CB1C2CCCC1CCC2